2-((2S)-1-acryloyl-4-(5,7-dimethyl-2'-(((S)-1-methylpyrrolidin-2-yl)methoxy)-3,4,5',6'-tetrahydro-2H-spiro[naphthalene-1,7'-pyrano[2,3-d]pyrimidin]-4'-yl)piperazin-2-yl)acetonitrile C(C=C)(=O)N1[C@H](CN(CC1)C=1C2=C(N=C(N1)OC[C@H]1N(CCC1)C)OC1(CC2)CCCC2=C(C=C(C=C21)C)C)CC#N